ClC1=CC=C(CNC(=O)NC2CC3(C2)CC(C3)OCC=3C=NC=CC3)C=C1 1-(4-chlorobenzyl)-3-(6-(pyridin-3-ylmethoxy)spiro[3.3]hept-2-yl)urea